2-(((1s,3s)-3-(4-((3-(2,3-difluoro-4-methoxyphenyl)imidazo[1,2-a]pyrazin-8-yl)amino)-2-methylbenzamido)cyclobutyl)amino)-N,N,N-trimethyl-2-oxoethan-1-aminium chloride [Cl-].FC1=C(C=CC(=C1F)OC)C1=CN=C2N1C=CN=C2NC2=CC(=C(C(=O)NC1CC(C1)NC(C[N+](C)(C)C)=O)C=C2)C